NC=1N=CC(=NC1OC=1C=NN(C1)C1CCN(CC1)C)C=1C=C(C=C(C1)N1[C@@H](COCC1)C)[C@]1(COCC1)O (R)-3-(3-(5-amino-6-((1-(1-methylpiperidin-4-yl)-1H-pyrazol-4-yl)oxy)pyrazin-2-yl)-5-((R)-3-methylmorpholino)phenyl)tetrahydrofuran-3-ol